[C@H]1([C@H](CCC1)NC(OC(C)(C)C)=O)NC(OC(C)(C)C)=O di-tert-butyl ((1S,2S)-cyclopentane-1,2-diyl)dicarbamate